ClC1=CNC2=C(C=CC(=C12)I)NC(C(F)(F)F)=O (3-chloro-4-iodo-1H-indol-7-yl)-2,2,2-trifluoroacetamide